NC1=NC=C(C2=C1C(=C(S2)C2=CC=C(C=C2)NC(C=CC)=O)C2=CC(=C(C=C2)OC2=NC=CC(=N2)C)N(C)C)C(=O)N 4-amino-3-(3-(dimethylamino)-4-((4-methylpyrimidin-2-yl)oxy)phenyl)-2-(4-methylacrylamidophenyl)thieno[3,2-c]pyridine-7-carboxamide